FC(C1=CC=C(C=C1)CC=1C=2N(C=CC1)N=CC2C(=O)NC21CCC(CC2)(CC1)C(=O)O)(F)F 4-[[4-[[4-(trifluoromethyl)phenyl]methyl]pyrazolo[1,5-a]pyridine-3-carbonyl]amino]bicyclo[2.2.2]octane-1-carboxylic acid